2-(N-Benzylformamido)-3-methylbutanoic Acid C(C1=CC=CC=C1)N(C=O)C(C(=O)O)C(C)C